(E)-3-(3,5-dimethoxyphenyl)acrylic acid COC=1C=C(C=C(C1)OC)/C=C/C(=O)O